C(CCC)C1=NN(C(=C1O)CC)CC(C)C Butyl-1-isobutyl-5-ethyl-4-hydroxy-pyrazol